1,3-diazolidine N1CNCC1